O1C(CCCC1)OCCO[C@H]1C[C@H](C1)N1CCN(CC1)C(=O)OC(C)(C)C tert-butyl 4-[cis-3-[2-(oxan-2-yloxy)ethoxy]cyclobutyl]piperazine-1-carboxylate